OCCS(=O)(=O)NC1=CC(=C(C(=O)NC=2C=CC=3C4C(N(C3C2)S(=O)(=O)C)CCC4)C=C1)N1CCC4(CC4)CC1 4-((2-hydroxyethyl)sulfonamido)-N-(4-(methylsulfonyl)-1,2,3,3a,4,8b-hexahydrocyclopenta[b]indol-6-yl)-2-(6-azaspiro[2.5]octan-6-yl)benzamide